L-alpha-aspartyl-L-prolyl-N-{[(4S)-4-ethyl-4-hydroxy-3,14-dioxo-3,4,12,14-tetrahydro-1H-pyrano[3',4':6,7]indolizino[1,2-b]quinolin-11-yl]methyl}-L-valinamide N[C@@H](CC(O)=O)C(=O)N1[C@@H](CCC1)C(=O)N[C@@H](C(C)C)C(=O)NCC1=C2C(=NC=3C=CC=CC13)C1=CC3=C(C(N1C2)=O)COC([C@]3(O)CC)=O